BrCCC1=C(C=CC=C1)[N+](=O)[O-] 2-bromo-1-(2-nitrophenyl)ethane